N1N=CC2=CC(=CC=C12)NC1=CC=CC(=N1)S(=O)(=O)NC(=O)C=1C(=NC=CC1)N1C(CC(C1)C)(C)C N-[[6-(1H-Indazol-5-ylamino)-2-pyridyl]sulfonyl]-2-(2,2,4-trimethylpyrrolidin-1-yl)pyridin-3-carboxamid